8-bromo-8-fluoro-1-methyl-1,2,3,4-tetrahydronaphthalene BrC1(CC=CC=2CCCC(C12)C)F